C(C)OC(CC1=C(C=CC(=C1)N1C[C@H](CC1)N[C@H](C)C1=CC=CC2=CC=CC=C12)OC(C)C)=O {5-[(3S)-3-{[(1R)-1-(naphthalen-1-yl)ethyl]amino}tetrahydro-1H-pyrrol-1-yl]-2-(propan-2-yloxy)phenyl}ethanoic acid ethyl ester